nickel-titanium-chromium [Cr].[Ti].[Ni]